N-(1-(4,4-difluorocyclohex-1-en-1-yl)-5-methyl-6-oxo-1,6-dihydropyridin-3-yl)-4-iodo-2-(6-azaspiro[2.5]octan-6-yl)benzamide FC1(CC=C(CC1)N1C=C(C=C(C1=O)C)NC(C1=C(C=C(C=C1)I)N1CCC2(CC2)CC1)=O)F